2,4-dimethyl-6-((5-(2-methyl-5-((4-(methylsulfonyl)cyclohexyl)oxy)pyridin-4-yl)pyrazolo[1,5-a]pyridin-2-yl)amino)pyridazin-3(2H)-one CN1N=C(C=C(C1=O)C)NC1=NN2C(C=C(C=C2)C2=CC(=NC=C2OC2CCC(CC2)S(=O)(=O)C)C)=C1